C(C)(C)(C)OC(N[C@@H]1CN(CCC1)C=1C=NC(=CC1)[N+](=O)[O-])=O N-[(3S)-1-(6-Nitropyridin-3-yl)piperidin-3-yl]carbamic acid tert-butyl ester